3-((2-(3-aminoisoxazol-5-yl)phenoxy)methyl)pyrrolidine-1-carboxylic acid tert-butyl ester C(C)(C)(C)OC(=O)N1CC(CC1)COC1=C(C=CC=C1)C1=CC(=NO1)N